FC(C(=O)O)(F)F.ClC1=C(C=CC=C1C1=C(C=CC=C1)C(C)C)[C@@]1(CC(N(C(N1)=N)[C@@H]1C[C@@H](OCC1)C)=O)C (6S)-6-[2-Chloro-3-(2-isopropyl-phenyl)phenyl]-2-imino-6-methyl-3-[(2S,4S)-2-methyltetrahydro-pyran-4-yl]hexahydropyrimidin-4-one trifluoroacetic acid salt